BrC1=CC=CC(=N1)C(C)(C)O 2-(6-Bromopyridin-2-yl)propan-2-ol